2-methoxy-4-(2H-tetrazol-5-yl)benzenesulfonamide Tert-butyl-(2-amino-4-cyano-5-fluorophenyl)carbamate C(C)(C)(C)N(C(O)=O)C1=C(C=C(C(=C1)F)C#N)N.COC1=C(C=CC(=C1)C=1N=NNN1)S(=O)(=O)N